ClC1=C(N(N=C1C(F)(F)F)C1=CC(=CC=C1)C(N(C1=CC2=C(N=C(O2)C)C=C1)C)=O)COC1=CC=C(C(=O)OC(C)(C)C)C=C1 tert-Butyl 4-[[4-chloro-2-[3-[methyl-(2-methyl-1,3-benzoxazol-6-yl)carbamoyl]phenyl]-5-(trifluoromethyl) pyrazol-3-yl]methoxy]benzoate